NC1=NC=2C=CC(=CC2C2=C1C(OC2)C)C(=O)N(C2CCCC1=C2C(=NO1)C=1C=NN(C1)C)C 4-amino-N,3-dimethyl-N-(3-(1-methyl-1H-pyrazol-4-yl)-4,5,6,7-tetrahydrobenzo[d]isoxazol-4-yl)-1,3-dihydrofuro[3,4-c]quinoline-8-carboxamide